2-(3-((R)-(4-methyl-4H-1,2,4-triazol-3-yl)((S)-tetrahydrofuran-3-yl)methyl)phenyl)-6-(((1-methylcyclobutyl)amino)methyl)-4-(trifluoromethyl)isoindolin-1-one CN1C(=NN=C1)[C@@H](C=1C=C(C=CC1)N1C(C2=CC(=CC(=C2C1)C(F)(F)F)CNC1(CCC1)C)=O)[C@H]1COCC1